NC1=C(C=C2CCNC(C2=C1)=O)Cl 7-amino-6-chloro-3,4-dihydro-2H-isoquinolin-1-one